tert-butyl (S)-2,7-dimethyl-3-(1-methyl-3-(trifluoromethyl)-1H-pyrazol-5-yl)-2,4,5,7-tetrahydro-6H-pyrazolo[3,4-C]pyridine-6-carboxylate CN1N=C2[C@@H](N(CCC2=C1C1=CC(=NN1C)C(F)(F)F)C(=O)OC(C)(C)C)C